5-((S)-2-((3-((2S,6R)-4-(5-cyclopropylpyrimidin-2-yl)-2,6-dimethylpiperazin-1-yl)-3-oxopropoxy)methyl)pyrrolidin-1-yl)-4-(trifluoromethyl)pyridazin-3(2H)-one C1(CC1)C=1C=NC(=NC1)N1C[C@@H](N([C@@H](C1)C)C(CCOC[C@H]1N(CCC1)C1=C(C(NN=C1)=O)C(F)(F)F)=O)C